1-dodecanyl-azepan-2-one C(CCCCCCCCCCC)N1C(CCCCC1)=O